CCCCCCCCC/C=C\CCCCCCCC(=O)O[C@H](COC(=O)CCCCCCCCCCC/C=C\C/C=C\CCCCC)COP(=O)(O)OC[C@@H](C(=O)O)N 1-(13Z,16Z-docosadienoyl)-2-(9Z-nonadecenoyl)-glycero-3-phosphoserine